COC(=O)C=1C=C2C3(C(N(C2=CC1Br)C)=O)CCCC3 6'-bromo-1'-methyl-2'-oxospiro[cyclopentane-1,3'-indoline]-5'-carboxylic acid methyl ester